OC1=CC=C(C=C1)SCCCCOSC1=CC=C(C=C1)O 1,5-bis(4-hydroxyphenylthio)-5-oxapentane